trimethyl-[2-[[3-methyl-5-(4,4,5,5-tetramethyl-1,3,2-dioxaborolan-2-yl)pyrazol-1-yl]methoxy]ethyl]silane C[Si](CCOCN1N=C(C=C1B1OC(C(O1)(C)C)(C)C)C)(C)C